(S)-1-methyl-4-(2-(4-(2-(trifluoromethyl)benzoyl)-1H-pyrrol-2-yl)-1H-benzo[d]imidazol-6-yl)pyrrolidin-2-one CN1C(C[C@H](C1)C=1C=CC2=C(NC(=N2)C=2NC=C(C2)C(C2=C(C=CC=C2)C(F)(F)F)=O)C1)=O